BrC=1C(=CC(=NC1)NC(C1=CN=C(C=C1)C1=C(C=C(C=C1)C1=NOC(=N1)C)F)=O)OCCN(C)C N-(5-Bromo-4-(2-(dimethylamino)ethoxy)pyridin-2-yl)-6-(2-fluoro-4-(5-methyl-1,2,4-oxadiazol-3-yl)phenyl)nicotinamid